COC(C(C(C)O)NC1=NC2=C(C(=NC1C)C1=NC=CC=C1F)C(=C(C=C2)C(F)(F)F)Cl)=O.N[Ni](N)N triaminonickel methyl-2-[[6-chloro-5-(3-fluoro-2-pyridyl)-3-methyl-7-(trifluoromethyl)-3H-1,4-benzodiazepin-2-yl]amino]-3-hydroxy-butanoate